C1(CC1)CN1C(N(C(C1=O)=O)CC1=NC(=NO1)CC(=O)N(CC1CNCCO1)C1=C(C=CC=C1)OC)=O (5-((3-(cyclopropylmethyl)-2,4,5-trioxoimidazolidin-1-yl)methyl)-1,2,4-oxadiazol-3-yl)-N-(2-methoxyphenyl)-N-(morpholin-2-ylmethyl)acetamide